FC1([C@H]2CC(C[C@@H]12)C(=O)OC)F methyl (1R,5S)-6,6-difluorobicyclo[3.1.0]hexane-3-carboxylate